2-butyloctyl 19-(didecylamino)-10-(n-octyl-4-(pyrrolidin-1-yl)butanamido)-19-oxononadecanoate C(CCCCCCCCC)N(C(CCCCCCCCC(CCCCCCCCC(=O)OCC(CCCCCC)CCCC)NC(CCC(N1CCCC1)CCCCCCCC)=O)=O)CCCCCCCCCC